COC(=O)C=1C=C(C2=C(N(C=N2)C)C1)C1=CC=C(C=C1)OC(F)(F)F.BrC=1C=CC(=NC1)S(=O)(=O)C(C)C 5-bromo-2-(isopropylsulfonyl)pyridine methyl-1-methyl-4-(4-(trifluoromethoxy)phenyl)-1H-benzo[d]imidazole-6-carboxylate